4-((1-((2,4-Dichlorophenyl)sulfonyl)-3-(hydroxymethyl)azetidin-3-yl)methoxy)-2-fluorobenzonitrile ClC1=C(C=CC(=C1)Cl)S(=O)(=O)N1CC(C1)(CO)COC1=CC(=C(C#N)C=C1)F